CN1C=C(C=2C1=CN=C(C2)NC(C)=O)C2=CC(=C1C(=N2)C2(OCC1)COCC2)OC2CCOCC2 N-(1-methyl-3-(4'-((tetrahydro-2H-pyran-4-yl)oxy)-4,5,5',6'-tetrahydro-2H-spiro[furan-3,8'-pyrano[3,4-b]pyridin]-2'-yl)-1H-pyrrolo[2,3-c]pyridin-5-yl)acetamide